(4-(3-(4-fluorobenzyl)-4-oxo-3,4-dihydro-phthalazin-1-yl)benzyl)carbamic acid tert-butyl ester C(C)(C)(C)OC(NCC1=CC=C(C=C1)C1=NN(C(C2=CC=CC=C12)=O)CC1=CC=C(C=C1)F)=O